C(C)N1N=CC=C1S(=O)(=O)C(C)(C)C1CCN(CC1)C(=O)NC1=CN=NC=C1 4-(2-((1-ethyl-1H-pyrazol-5-yl)sulfonyl)propan-2-yl)-N-(pyridazin-4-yl)piperidine-1-carboxamide